N-(4-(4-amino-7-(1-isobutyrylpiperidin-4-yl)pyrrolo[2,1-f][1,2,4]triazin-5-yl)phenyl)-5,6-dimethyl-2-oxo-2H-[1,3'-bipyridine]-3-carboxamide NC1=NC=NN2C1=C(C=C2C2CCN(CC2)C(C(C)C)=O)C2=CC=C(C=C2)NC(=O)C=2C(N(C(=C(C2)C)C)C=2C=NC=CC2)=O